2-((1r,4r)-4-(3-(2,6-dioxopiperidin-3-yl)-1-methyl-1H-indazol-6-yl)cyclohexyl)acetic acid O=C1NC(CCC1C1=NN(C2=CC(=CC=C12)C1CCC(CC1)CC(=O)O)C)=O